(2S)-N-[(1S)-1-cyano-2-(4'-cyanobiphenyl-4-yl)ethyl]-1,4-oxaazepane-2-carboxamide C(#N)[C@H](CC1=CC=C(C=C1)C1=CC=C(C=C1)C#N)NC(=O)[C@H]1OCCCNC1